BrC1=CN=C2N1C=C(C=C2)C=2N(N=C(N2)C)C2=CC(=C(C=C2)F)OC 3-bromo-6-[2-(4-fluoro-3-methoxy-phenyl)-5-methyl-1,2,4-triazol-3-yl]imidazo[1,2-a]pyridine